(4-Chlorobenzyl)-1-(3-hydroxypropyl)-3-methyl-8-(p-tolyloxy)-1H-purine-2,6(3H,7H)-dione ClC1=CC=C(CN2C(=NC=3N(C(N(C(C23)=O)CCCO)=O)C)OC2=CC=C(C=C2)C)C=C1